C1(CCCCC1)OC=1C(C(=O)[O-])=CC=CC1 CYCLOHEXYLSALICYLAT